ClC=1C=C(OCCOC2=CC=C3C(=C(C(C3=C2)=O)C=2C=NC=CC2)C2=COC=C2)C=CC1Cl 6-(2-(3,4-Dichlorophenoxy)ethoxy)-3-(furan-3-yl)-2-(pyridin-3-yl)-1H-inden-1-one